3-amino-N-[(3R)-7-[(3R,4R)-4-amino-3-methoxypiperidin-1-yl]-3,4-dihydro-2H-1-benzopyran-3-yl]-6-methylthieno[2,3-b]pyridine-2-carboxamide NC1=C(SC2=NC(=CC=C21)C)C(=O)N[C@H]2COC1=C(C2)C=CC(=C1)N1C[C@H]([C@@H](CC1)N)OC